Cl.C(C)N1C(NC(C12CCNCC2)=O)=O 1-ethyl-1,3,8-triazaspiro[4.5]decane-2,4-dione hydrochloride